O[C@@H]1[C@H](CC2(CN(C2)C(=O)OC(C)(C)C)CC1)C |r| rac-tert-Butyl (6S,7S)-7-hydroxy-6-methyl-2-azaspiro[3.5]nonane-2-carboxylate